[C+4].[Cl-].[K+].[Cl-].[Li+] lithium chloride potassium chloride carbon